5-(benzyloxy)-1-(4-chlorobenzyl)-2-(4-aminophenyl)-1H-benzo[d]imidazole C(C1=CC=CC=C1)OC1=CC2=C(N(C(=N2)C2=CC=C(C=C2)N)CC2=CC=C(C=C2)Cl)C=C1